(S)-4-(4-acryloyl-2-methylpiperazin-1-yl)-1-(3,5-dimethylpyridin-4-yl)-5-fluoro-7-(2-fluoro-6-hydroxyphenyl)pyrido[2,3-d]pyrimidin-2(1H)-one C(C=C)(=O)N1C[C@@H](N(CC1)C=1C2=C(N(C(N1)=O)C1=C(C=NC=C1C)C)N=C(C=C2F)C2=C(C=CC=C2O)F)C